FC(CC1=NN(C(=C1N)C)C)(C)C 3-(2-fluoro-2-methylpropyl)-1,5-dimethyl-1H-pyrazol-4-amine